ClC=1N=NC(=C2C1N(N=C2)CCN[C@H]2CN(C[C@@H](C2)F)C)C2=C(C=C(C=C2)C(F)(F)F)OC (3R,5R)-N-(2-(7-chloro-4-(2-methoxy-4-(trifluoromethyl)phenyl)-1H-pyrazolo[3,4-d]pyridazin-1-yl)ethyl)-5-fluoro-1-methylpiperidin-3-amine